2-(1-(((tert-butyldimethylsilyl)oxy)methylcyclopropyl)ethyl)-2-isopropylpyridin-3-amine [Si](C)(C)(C(C)(C)C)OCC1(CC1)C(C)C1(NC=CC=C1N)C(C)C